ClC1=CC=C2C(=N1)NC=C2S(=O)(=O)NC2=NC(=C(C(=N2)OC)CCC(F)F)OC 6-chloro-N-[5-(3,3-difluoropropyl)-4,6-dimethoxy-pyrimidin-2-yl]-1H-pyrrolo[2,3-b]pyridine-3-sulfonic acid amide